C(C)OC(=O)C=1C=NN(C1)C1=NC=C(C=C1Cl)[N+](=O)[O-] 1-(3-chloro-5-nitropyridin-2-yl)-1H-pyrazole-4-carboxylic acid ethyl ester